6-amino-5-[5-(methoxymethoxy)-2-methyl-phenyl]-3-(3-pyridylmethoxy)pyrrolo[2,3-b]pyrazine-7-carbonitrile NC1=C(C=2C(=NC(=CN2)OCC=2C=NC=CC2)N1C1=C(C=CC(=C1)OCOC)C)C#N